C1=CN=C2N=CNC2=C1 Deaza-Purin